methanesulfonic acid 2-amino-1-(2-fluoropyridin-4-yl)-2-oxoethyl ester NC(C(C1=CC(=NC=C1)F)OS(=O)(=O)C)=O